2-(3-(diethylamino)propanamido)-2-((oleoyloxy)methyl)propane-1,3-diyl dioleate C(CCCCCCC\C=C/CCCCCCCC)(=O)OCC(COC(CCCCCCC\C=C/CCCCCCCC)=O)(COC(CCCCCCC\C=C/CCCCCCCC)=O)NC(CCN(CC)CC)=O